O1C=CC=2C(=NC=CC21)C2=CC=C(C(=O)NC1CCN(CC1)C(CC(F)(F)F)=O)C=C2 4-(furo[3,2-c]pyridin-4-yl)-N-[1-(3,3,3-trifluoropropionyl)piperidin-4-yl]benzamide